1-(2-(pyren-2-yloxy)ethyl)-1H-benzimidazole C1=C(C=C2C=CC3=CC=CC4=CC=C1C2=C34)OCCN3C=NC4=C3C=CC=C4